O1CCOC12CCC(CC2)C2=CC=C(OCCN(C)C)C=C2 2-(4-(1,4-dioxaspiro[4.5]decan-8-yl)phenoxy)-N,N-dimethylethylamine